10-(3-glycidoxypropyl)-9,10-dihydro-9-oxa-10-phosphaphenanthrene-10-oxide C(C1CO1)OCCCP1(OC2=CC=CC=C2C=2C=CC=CC12)=O